O=C1N(CCC1)CC1(OB(OC1(C)C)C1=CC=CC=C1)C (2-oxo-1-pyrrolidinyl)phenylboronic acid pinacol ester